Perfluoro-4-bromo-1-butene FC(=C(C(C(Br)(F)F)(F)F)F)F